NC=1SC=C(N1)C=1N=NN(C1)[C@@H]1[C@H]([C@@H](SC=2C(=NC=C(C2)Cl)C=2NC=CN2)O[C@@H]([C@@H]1O)CO)O 5-Chloro-2-(1H-imidazol-2-yl)pyridin-3-yl 3-[4-(2-aminothiazol-4-yl)-1H-1,2,3-triazol-1-yl]-3-deoxy-1-thio-α-D-galactopyranoside